2-(6-bromohexyloxy)tetrahydro-2H-pyran BrCCCCCCOC1OCCCC1